5-bromo-7-methylindolin-2-one BrC=1C=C2CC(NC2=C(C1)C)=O